3-(4-((7-cyano-1-methyl-2-((1-methyl-2-oxo-5-(trifluoromethyl)-1,2-dihydropyridin-3-yl)amino)-1H-imidazo[4,5-b]pyridin-6-yl)oxy)pyridin-2-yl)-1,1-bis(methyl-d3)urea C(#N)C1=C2C(=NC=C1OC1=CC(=NC=C1)NC(N(C([2H])([2H])[2H])C([2H])([2H])[2H])=O)N=C(N2C)NC=2C(N(C=C(C2)C(F)(F)F)C)=O